4-(3-ethyl-4-methyl-5-oxo-4,5-dihydro-1H-1,2,4-triazol-1-yl)-5-fluoro-N-(3-methylphenyl)-2-[(2S)-pentan-2-yloxy]benzamide C(C)C1=NN(C(N1C)=O)C1=CC(=C(C(=O)NC2=CC(=CC=C2)C)C=C1F)O[C@@H](C)CCC